NOC(=O)C=1C(=NOC1C)O amino-3-hydroxy-5-methyl-4-isoxazolic acid